C(C)(C)(C)N1N=C(C=C1OC(F)F)N tert-butyl-3-amino-5-(difluoromethoxy)-1H-pyrazole